C(C)N(C1=CC=C2C=C(C(OC2=C1)=O)C(=O)NN)CC 7-diethylaminocoumarin-3-carboxylic acid-hydrazide